COC1CCC(CC1)NC=1C(=NC=CC1)[N+](=O)[O-] N-((1r,4r)-4-methoxycyclohexyl)-2-nitropyridin-3-amine